ClC=1C(=C(C=2N(C1)C(=CN2)N2CCN(CC2)C(C=C)=O)F)C2=C1C=NNC1=CC=C2C 1-(4-(6-chloro-8-fluoro-7-(5-methyl-1H-indazol-4-yl)imidazo[1,2-a]pyridin-3-yl)piperazin-1-yl)prop-2-en-1-one